BrC1=CC(=C(C(=O)OC)C=C1)CN(S(=O)(=O)C1=CC=C(C=C1)C)CC(=O)OC Methyl 4-bromo-2-[[(2-methoxy-2-oxo-ethyl)(p-tolylsulfonyl)amino]methyl]benzoate